2-chloro-N-{[2-chloro-5-(trifluoromethyl)phenyl]methyl}-5-{2-acetamidoimidazo[1,2-b]pyridazin-6-yl}pyridine-3-carboxamide ClC1=NC=C(C=C1C(=O)NCC1=C(C=CC(=C1)C(F)(F)F)Cl)C=1C=CC=2N(N1)C=C(N2)NC(C)=O